C(C)OC(CC(=O)[C@H]1[C@@](C(CC1)(F)F)(C)O)=O |r| rac-3-((1R,2R)-3,3-difluoro-2-hydroxy-2-methylcyclopentyl)-3-oxopropanoic acid ethyl ester